2,5,6-trichloropyrimidine ClC1=NC(=C(C=N1)Cl)Cl